Boc-3-(3-pyridyl)-L-alanine C(=O)(OC(C)(C)C)N[C@@H](CC=1C=NC=CC1)C(=O)O